C(C)(C)(C)OC(=O)NCC1(CCN(CC1)C=1N=CC(=NC1)SC1=CC=CC2=C1OCCN2C2CCN(CC2)C(=O)OCC2C1=CC=CC=C1C=1C=CC=CC21)C (9H-fluoren-9-yl)methyl 4-(8-((5-(4-(((tert-butoxycarbonyl)amino)methyl)-4-methylpiperidin-1-yl)pyrazin-2-yl)thio)-2,3-dihydro-4H-benzo[b][1,4]oxazin-4-yl)piperidine-1-carboxylate